CCCCC/C=C\C/C=C\CCCCCCCC(=O)OC[C@H](COP(=O)([O-])OCC[N+](C)(C)C)OC(=O)CCCC/C=C\C/C=C\C/C=C\C/C=C\CC 1-(9Z,12Z-octadecadienoyl)-2-(6Z,9Z,12Z,15Z-octadecatetraenoyl)-glycero-3-phosphocholine